ClC1=NC=2CCN(CC2C(=N1)OC=1C(=C2C=3NC=4C(CNC(C4C3CCC2=CN1)=O)(C)C)F)CC 4-(2-chloro-6-ethyl-5,6,7,8-tetrahydro-1,3,6-triaza-4-naphthyloxy)-3-fluoro-15,15-dimethyl-5,13,17-triazatetracyclo[8.7.0.02,7.011,16]heptadeca-1(10),2,4,6,11(16)-pentaen-12-one